C(CCCC)OC(C[C@@H](C)O)=O R-(-)-3-hydroxybutyric acid pentyl ester